4,7-dihydropyrazolo[1,5-a]Pyrimidine-3-carboxylic acid ethyl ester C(C)OC(=O)C=1C=NN2C1NC=CC2